2-[1-(6-{[(3S)-1-azabicyclo[2.2.2]octan-3-yl]amino}-1-[3-(trifluoromethyl)phenyl]-1H-pyrazolo[3,4-d]pyrimidin-4-yl)piperidin-4-yl]propan-2-ol N12C[C@H](C(CC1)CC2)NC2=NC(=C1C(=N2)N(N=C1)C1=CC(=CC=C1)C(F)(F)F)N1CCC(CC1)C(C)(C)O